S(C#N)C1=NC=CC(=C1)N 2-thiocyanopyridin-4-amine